(2S,4R)-1-((S)-1-amino-14-(tert-butyl)-12-oxo-3,6,9-trioxa-13-azapentadecan-15-oyl)-4-hydroxy-N-((S)-1-(4-(4-methylthiazol-5-yl)phenyl)ethyl)pyrrolidine-2-carboxamide hydrochloride Cl.NCCOCCOCCOCCC(N[C@H](C(=O)N1[C@@H](C[C@H](C1)O)C(=O)N[C@@H](C)C1=CC=C(C=C1)C1=C(N=CS1)C)C(C)(C)C)=O